N-[[4-[4-(trifluoromethoxy)phenyl]-6,7-dihydro-5H-cyclopenta[d]pyrimidin-2-yl]methyl]prop-2-enamide FC(OC1=CC=C(C=C1)C=1C2=C(N=C(N1)CNC(C=C)=O)CCC2)(F)F